NC1=NC(=CC(=N1)N1CCC2(C[C@H](NC2)C(=O)O)CC1)O[C@@H](C(F)(F)F)C1=CC=C(C=C1)C1=CC(=CC(=C1)OC)C#N (S)-8-(2-amino-6-((R)-1-(3'-cyano-5'-methoxy-[1,1'-biphenyl]-4-yl)-2,2,2-trifluoroethoxy)pyrimidin-4-yl)-2,8-diazaspiro[4.5]decane-3-carboxylic acid